(trifluoromethyl)-4,5,6,7-tetrahydro-1H-indazol-7-ol FC(F)(F)N1N=CC=2CCCC(C12)O